COC(=O)C1C(N(C(C1)C1=CC=C(C=C1)F)C)=O 5-(4-fluorophenyl)-1-methyl-2-oxopyrrolidine-3-carboxylic acid methyl ester